2,5-dibromo-8-hydroxyquinazoline BrC1=NC2=C(C=CC(=C2C=N1)Br)O